(2-methoxy-4,6-dimethylpyridin-3-yl)methanamine hydrochloride Cl.COC1=NC(=CC(=C1CN)C)C